8-(1H-imidazole-1-carboxamido)-1,2,3,5,6,7-hexahydrodicyclopenta[b,e]pyridine 4-oxide N1(C=NC=C1)C(=O)NC1=C2C(=[N+](C3=C1CCC3)[O-])CCC2